C(#N)C=1C=CC(=C(C(=O)NNC(=S)NC)C1)C1=CC(=NC(=C1)Cl)Cl 1-[[5-cyano-2-(2,6-dichloropyridin-4-yl)benzoyl]amino]-3-methylthiourea